heptadecan-9-yl 8-((3-(3-methylthioureido)propyl)(6-(((nonyloxy)carbonyl)oxy)hexyl)amino)octanoate CNC(NCCCN(CCCCCCCC(=O)OC(CCCCCCCC)CCCCCCCC)CCCCCCOC(=O)OCCCCCCCCC)=S